ClC1=CC2=C(CCO2)C=C1NC1=NC=C2N(C(N(C2=N1)C1CCOCC1)=O)C(C)C ((6-chloro-2,3-dihydrobenzofuran-5-yl)amino)-7-isopropyl-9-(tetrahydro-2H-pyran-4-yl)-7,9-dihydro-8H-purin-8-one